BrC=1N=C(N2C1C(=NC=C2)NCC2=C(C=C(C=C2)OC)OC)C2CCC(CC2)C(=O)OC methyl (1r,4r)-4-(1-bromo-8-((2,4-dimethoxybenzyl)amino)imidazo[1,5-a]pyrazin-3-yl)cyclohexane-1-carboxylate